ClC=1C(=NC(=NC1)NC1=CC=C(C=C1)[S@@](=O)(C)=N)N1CC(OC[C@@H]1C)(C)C (S)-(4-((5-chloro-4-((S)-2,2,5-trimethylmorpholino)pyrimidin-2-yl)amino)phenyl)(imino)(methyl)-λ6-sulfanone